N[C@@H]1CN(CCC1)C1=C2C(=NC=C1NC(=O)C1=NC(=C(C=C1)F)C1=C(C=C(C=C1F)S(=O)(=O)C)F)[C@@H](CC2)O N-{4-[(3S)-3-aminopiperidin-1-yl]-(7R)-7-hydroxy-6,7-dihydro-5H-cyclopenta[b]pyridin-3-yl}-6-[2,6-difluoro-4-(methylsulfonyl)phenyl]-5-fluoropyridine-2-carboxamide